tert-butyl (3-sulfamoylbenzyl)carbamate S(N)(=O)(=O)C=1C=C(CNC(OC(C)(C)C)=O)C=CC1